FC(S(=O)(=O)OC=1COC2(CC1)CCN(CC2)C(=O)OC(C)(C)C)(F)F tert-butyl 3-(((trifluoromethyl)sulfonyl)oxy)-1-oxa-9-azaspiro[5.5]undec-3-ene-9-carboxylate